((S)-2-(2,3-Dichlorophenyl)pyrrolidin-1-yl)-N-((R,E)-4-(methylsulfonyl)but-3-en-2-yl)pyrazine-2-carboxamide ClC1=C(C=CC=C1Cl)[C@H]1N(CCC1)C=1C(=NC=CN1)C(=O)N[C@H](C)\C=C\S(=O)(=O)C